C(C)(C)[Si](C(C)C)(C(C)C)C#CC1=CC2=C(C=3N(CCO2)C2=C(C3)C(=NC=N2)N)C=N1 3-((triisopropylsilyl)ethynyl)-6,7-dihydropyrido[3,4-f]Pyrimido[5',4':4,5]Pyrrolo[1,2-d][1,4]Oxazepin-12-amine